ClC=1C=C(C=CC1F)NC(NC)=O 3-(3-chloro-4-fluorophenyl)-1-methyl-urea